OCC(C1=CC=CC=C1)C=1C=C(C(=O)O)C=C(N1)C(NC)=O 2-(2-hydroxy-1-phenylethyl)-6-(methylcarbamoyl)isonicotinic acid